ClC1(C=2N=CN([C@H]3[C@H](O)[C@H](O)[C@@H](CO)O3)C2N=C(N1)N)O 6-chloroguanosine